COC(=O)C1=CC=C2C(=CC(=NC2=C1)C1=CC=C(C=C1)F)Cl 4-Chloro-2-(4-fluorophenyl)quinoline-7-carboxylic acid methyl ester